C(C)(=O)C1=CC=C(C=C1)N(C(OC(C)(C)C)=O)C tert-butyl N-(4-acetylphenyl)-N-methylcarbamate